ethyl 2-(2-((tert-butoxycarbonyl) glycyl) hydrazino)-2-oxoacetate C(C)(C)(C)OC(=O)NCC(=O)NNC(C(=O)OCC)=O